4-(6-hydroxypyrimidin-4-yl)-9-methyl-3,4,7,15-tetraazatricyclo[12.3.1.02,6]Octadec-1(18),2,5,14,16-pentaen-8-one OC1=CC(=NC=N1)N1N=C2C=3C=CN=C(CCCCC(C(NC2=C1)=O)C)C3